FC=1C=CC=C2CN(C(NC12)=O)C1CCN(CC1)C(=O)N[C@@H](C(=O)N1CCN(CC1)C1=C(C=CC=C1)F)CC=1C=C2C=NNC2=C(C1)C |r| (±)-4-(8-Fluoro-1,2-dihydro-2-oxoquinazolin-3(4H)-yl)-N-(1-(4-(2-fluorophenyl)piperazin-1-yl)-3-(7-methyl-1H-indazol-5-yl)-1-oxopropan-2-yl)piperidine-1-carboxamide